C(CCCCC)OC(CCP(=O)(O)O)=O hexyl-3-phosphonopropionate